3-methyl-5-(N-(4-methylbenzyl)-N-phenethylsulfamoyl)benzofuran-2-carboxylic acid CC1=C(OC2=C1C=C(C=C2)S(N(CCC2=CC=CC=C2)CC2=CC=C(C=C2)C)(=O)=O)C(=O)O